C(C)OC(=O)C=1C=NN2C1N=CC1=C2C=CN(C1=O)\C(\C(=O)O)=C\C (2E)-2-[3-(ethoxycarbonyl)-6-oxopyrazolo[1,5-a]pyrido[3,4-e]pyrimidin-7(6H)-yl]-2-butenoic acid